N1=C(C=CC=C1)CNCC1=CC=C(C=C1)CN(C1CCCC=2C=CC=NC12)CC=1SC=CN1 N-(2-pyridylmethyl)-N'-[2-thiazolylmethyl]-N'-(5,6,7,8-tetrahydro-8-quinolinyl)-1,4-xylylenediamine